NC=1C(=C2C=CNC(C2=CC1)=O)Br 6-amino-5-bromoisoquinolin-1(2H)-one